racemic-4-fluoro-N-(1-(5-hydroxy-5,6,7,8-tetrahydroquinolin-2-yl)cyclopropyl)benzamide FC1=CC=C(C(=O)NC2(CC2)C2=NC=3CCC[C@H](C3C=C2)O)C=C1 |r|